C(C1=CC=CC=C1)(=O)O[C@@H]1CN([C@H]2CN([C@@H]12)CC1=CC=CC=C1)C(=O)OC(C)(C)C (1S,4R,5R)-tert-butyl 4-(benzoyloxy)-6-benzyl-2,6-diazabicyclo[3.2.0]Heptane-2-carboxylate